C(C)(C)(C)OC(=O)N1CC(CCC1)CCCCOS(=O)(=O)C.BrC=1C=C(C=CC1)N1N=C2C=CC=CC2=C1 2-(3-bromophenyl)indazole Tert-butyl-3-(4-((methylsulfonyl)oxy)butyl)piperidine-1-carboxylate